N-(4-(4-((5-(3,8-diazabicyclo[3.2.1]octan-3-yl)pyridin-2-yl)amino)-5-oxo-5,6-dihydro-1,6-naphthyridin-2-yl)-3-fluorophenyl)cyclohexanecarboxamide C12CN(CC(CC1)N2)C=2C=CC(=NC2)NC2=CC(=NC=1C=CNC(C21)=O)C2=C(C=C(C=C2)NC(=O)C2CCCCC2)F